C(C)(C)(C)OC(=O)N1C[C@H](CC1)[C@@H](C(=O)OC(C)(C)C)CC1=CC(=CC(=C1)C(F)(F)F)N (3R)-3-[(1S)-1-[[3-amino-5-(trifluoromethyl)phenyl]methyl]-2-tert-butoxy-2-oxoethyl]pyrrolidine-1-carboxylic acid tert-butyl ester